C1(CC1)C=1C=C(C=2N(C1)C=C(N2)CN(CC(=O)O)C2=NC=NC(=C2)NC(=O)[C@@H]2[C@H](C2)C2=NC=CC(=N2)C)N2C(N(C(C2)=O)C)=O N-((6-cyclopropyl-8-(3-methyl-2,4-dioxoimidazolidin-1-yl)imidazo[1,2-a]pyridin-2-yl)methyl)-N-(6-((1S,2S)-2-(4-methyl-pyrimidin-2-yl)cyclopropane-1-carboxamido)pyrimidin-4-yl)glycine